ClC=1N=C(C2=C(N1)N(N=N2)[C@H]2[C@@H]([C@@H]([C@H](O2)COCP(O)(O)=O)O)O)NCC2CC2 ((((2R,3S,4R,5R)-5-(5-chloro-7-((cyclopropylmethyl)amino)-3H-[1,2,3]triazolo[4,5-d]pyrimidin-3-yl)-3,4-dihydroxytetrahydrofuran-2-yl)methoxy)methyl)phosphonic acid